2-(2-acryloyl-2,6-diazaspiro[3.4]octan-6-yl)-7,7-dimethyl-4-(5-methyl-1H-indazol-4-yl)-7,8-dihydro-5H-pyrano[4,3-b]pyridine-3-carbonitrile C(C=C)(=O)N1CC2(C1)CN(CC2)C2=C(C(=C1C(=N2)CC(OC1)(C)C)C1=C2C=NNC2=CC=C1C)C#N